(S)-2-(5-(methyl((2-methyl-4-oxo-1,4-dihydroquinazolin-6-yl)methyl)amino)thiophene-2-carboxamido)pentanedioic acid CN(C1=CC=C(S1)C(=O)N[C@H](C(=O)O)CCC(=O)O)CC=1C=C2C(N=C(NC2=CC1)C)=O